(3S)-tert-butyl 4-(7-(2-amino-6-fluorophenyl)-6-fluoro-1-(4-(3-hydroxypropyl)-2-isopropylpyridin-3-yl)-2-oxo-1,2-dihydropyrido[2,3-d]pyrimidin-4-yl)-3-methylpiperazine-1-carboxylate NC1=C(C(=CC=C1)F)C=1C(=CC2=C(N(C(N=C2N2[C@H](CN(CC2)C(=O)OC(C)(C)C)C)=O)C=2C(=NC=CC2CCCO)C(C)C)N1)F